C(=O)(O)CCN1NC=C(C=C1)C=1SC=CN1 1-(2-Carboxyethyl)-4-(1,3-thiazol-2-yl)pyridazin